O1C(=CC=C1)CC(=O)CC1=CC=CC=C1 1-(2-furyl)-3-phenylacetone